C(C1=CC=CC=C1)ONC(=O)C1(N(CC(C1)(CO)C(NOCC1=CC=CC=C1)=O)C(=O)OC(C)(C)C)CO Tert-Butyl 2,4-bis((benzyloxy)carbamoyl)-2,4-bis(hydroxymethyl)pyrrolidine-1-carboxylate